C1CN(CCC12CCNCC2)C2=CC=C(C=C2)C2=CC1=C(N(C(N1C)=O)C1C(NC(CC1)=O)=O)C=C2 3-(5-(4-(3,9-diazaspiro[5.5]undecan-3-yl)phenyl)-3-methyl-2-oxo-2,3-dihydro-1H-benzo[d]imidazol-1-yl)piperidine-2,6-dione